(2S)-2-{[(1S,2S,3S,6R,7R)-4-[(2S)-2-(2-chloro-2,2-difluoroacetamido)-3,3-dimethylbutanoyl]-4-azatricyclo[5.2.1.0^{2,6}]decan-3-yl]formamido}-3-[(3S)-2-oxopyrrolidin-3-yl]propanamide ClC(C(=O)N[C@H](C(=O)N1[C@@H]([C@H]2[C@H]3CC[C@@H]([C@H]2C1)C3)C(=O)N[C@H](C(=O)N)C[C@H]3C(NCC3)=O)C(C)(C)C)(F)F